[Fe].[Ni].[Ag].O=C1NC(CCC1N1C(C2=CC=CC(=C2C1=O)OCCOCCOCCC(=O)NC=1C=C(C(=O)N)C=CC1)=O)=O 3-[(1-{[2-(2,6-dioxo-hexahydropyridin-3-yl)-1,3-dioxo-2,3-dihydro-1H-isoindol-4-yl]oxy}-9-oxo-3,6-dioxanon-9-yl)amino]benzamide silver-nickel-iron